2-((((3-(diethylamino)propoxy)carbonyl)oxy)methyl)propane-1,3-diyl bis(4,4-bis(octyloxy)butanoate) C(CCCCCCC)OC(CCC(=O)OCC(COC(CCC(OCCCCCCCC)OCCCCCCCC)=O)COC(=O)OCCCN(CC)CC)OCCCCCCCC